2-(4-(morpholinomethyl)phenyl)acetic acid O1CCN(CC1)CC1=CC=C(C=C1)CC(=O)O